((S)-3-(benzo[d][1,3]dioxol-4-yl)-2-(dimethylamino)propyl)-3-(4-fluorobenzyl)urea O1COC2=C1C=CC=C2C[C@@H](CNC(=O)NCC2=CC=C(C=C2)F)N(C)C